OC=1C=C(OC(C(=O)N=O)(C)C)C=CC1C(\C=C\C1=CC(=CC=C1)O)=O 2-[3-Hydroxy-4-[(E)-3-(3-hydroxyphenyl)prop-2-enoyl]phenoxy]-2-methyl-N-oxopropanamide